6,8-Di-tert-butyl-2-phenyl-4-(p-tolyl)-4H-furo[2,3-c]chromene C(C)(C)(C)C1=CC(=CC=2C3=C(C(OC12)C1=CC=C(C=C1)C)OC(=C3)C3=CC=CC=C3)C(C)(C)C